CC1=NN(C(=C1)C)C1=NN(C(C=C1)=O)C1(CCN(CC1)C1=C(C=C2C(=N1)CCOC2)C#N)F 2-[4-[3-(3,5-dimethylpyrazol-1-yl)-6-oxopyridazin-1-yl]-4-fluoropiperidin-1-yl]-7,8-dihydro-5H-pyrano[4,3-b]pyridine-3-carbonitrile